OC1=CC=C(C=C1)C1=CC(=CC=C1)CC(=O)O 2-(4'-hydroxy-[1,1'-biphenyl]-3-yl)acetic acid